3-acetyl-2-(benzylsulfinyl)-8-bromo-5-chloroquinolin-4(1H)-one C(C)(=O)C1=C(NC2=C(C=CC(=C2C1=O)Cl)Br)S(=O)CC1=CC=CC=C1